3-fluoro-5-((2-oxo-7-azaspiro[3.5]nonan-7-yl)sulfonyl)benzonitrile FC=1C=C(C#N)C=C(C1)S(=O)(=O)N1CCC2(CC(C2)=O)CC1